C(C)(C)N1N=C(C=2C=NC(=CC21)NC2=NC(=NC=C2)N2CCC(CC2)OC)N2CCC(CC2)N2CCN(CC2)CC2=CC=C(C=N2)C2C(NC(CC2)=O)=O 3-(6-((4-(1-(1-isopropyl-6-((2-(4-methoxypiperidin-1-yl)pyrimidin-4-yl)amino)-1H-pyrazolo[4,3-c]pyridin-3-yl)piperidin-4-yl)piperazin-1-yl)methyl)pyridin-3-yl)piperidine-2,6-dione